Methyl 5-bromo-1-(4-fluoro-3-methoxyphenyl)-1H-indazole-3-carboxylate BrC=1C=C2C(=NN(C2=CC1)C1=CC(=C(C=C1)F)OC)C(=O)OC